C(N)(=N)N1CC(C1)C1=CC=C(C=C1)NC(=O)C1=NNC(=C1)C(=O)NC1=CC=C(C=C1)C1CN(C1)C(N)=N 1H-pyrazole-3,5-dicarboxylic acid bis-{[4-(1-carbamimidoyl-azetidin-3-yl)-phenyl]-amide}